FC(C1(NN=CC=C1)C=1C=C(N)C=CC1)(F)F 3-(3-(trifluoromethyl)-3H-diazin-3-yl)aniline